OC1=CC=C(C(=O)OC2=CC(=C(C=C2)OC(\C=C\C2=CC3=CC=C(C=C3C=C2)OCCC(CO)CO)=O)C)C=C1 [4-[(E)-3-[6-[4-hydroxy-3-(hydroxymethyl)butoxy]-2-naphthyl]prop-2-enoyl]oxy-3-methyl-phenyl] 4-hydroxybenzoate